C(C1=CC=CC=C1)OC=1C=C(C2=CC=CC=C2C1)C1=C(C=2N=C(N=C(C2C=N1)N1[C@@H](CCC1)CNC(OC(C)(C)C)=O)Cl)F tert-butyl N-[[(2S)-1-[7-(3-benzyloxy-1-naphthyl)-2-chloro-8-fluoro-pyrido[4,3-d]pyrimidin-4-yl]pyrrolidin-2-yl]methyl]carbamate